FC=1C=NN(C1)C=1C=CC(=C(C1)O)C=1N=NC(=CN1)N(C)[C@@H]1[C@@H]([C@H]2C=C[C@@H](C1)N2)F 5-(4-fluoro-1H-pyrazol-1-yl)-2-(6-(((1R,2R,3S,5R)-2-fluoro-8-azabicyclo[3.2.1]oct-6-en-3-yl)(methyl)amino)-1,2,4-triazin-3-yl)phenol